gamma-piperazinylpropyl-methyldiethoxysilane N1(CCNCC1)CCC[Si](OCC)(OCC)C